OCN1C(C=2C=C3C(=NC2C(=C1)C(=O)OC)C(=CC=C3)C)=O methyl 2-(hydroxymethyl)-6-methyl-1-oxo-1,2-dihydrobenzo[b][1,6]naphthyridine-4-carboxylate